C(C)(C)(C)OC(=O)N([C@H](C(OS(=O)(=O)C)C1C(N(CC1)C(=O)OC(C)(C)C)=O)C)C Tert-butyl 3-((2S)-2-((tert-butoxycarbonyl)(methyl)amino)-1-((methylsulfonyl)oxy)propyl)-2-oxopyrrolidine-1-carboxylate